CC([O-])C.CC([O-])C.CC([O-])C.[Ce+3] Cerium(III) triisopropoxide